2-(3-chlorophenyl)-3-ethynylpyridine ClC=1C=C(C=CC1)C1=NC=CC=C1C#C